3-(3-(2-((3-(2-carboxy-2-(pyrrolidin-3-yl)ethyl)benzyl)(2-(3-(2-carboxy-2-(pyrrolidin-3-yl)ethyl)phenoxy)ethyl)amino)-3,3,3-trifluoropropyl)phenyl)-2-(pyrrolidin-3-yl)propanoic acid C(=O)(O)C(CC=1C=C(CN(C(CC=2C=C(C=CC2)CC(C(=O)O)C2CNCC2)C(F)(F)F)CCOC2=CC(=CC=C2)CC(C2CNCC2)C(=O)O)C=CC1)C1CNCC1